para-phenylensulfide C12=CC=C(C=C1)S2